BrC1=CC(=CC=2NC(OC21)=O)NC(OC(C)(C)C)=O Tert-butyl N-(7-bromo-2-oxo-3H-1,3-benzoxazol-5-yl)carbamate